COC1=CC=C(C=C1)CN(C=1C(=C(C(=C(C1)C)C)C1C(CC=2C(=NC(=NC2C1)SC)N1[C@H](CN(CC1)C(=O)OC(C)(C)C)C)C)F)CC1=CC=C(C=C1)OC tert-butyl (3S)-4-[7-[3-[bis[(4-methoxyphenyl)methyl]amino]-2-fluoro-5,6-dimethyl-phenyl]-6-methyl-2-methylsulfanyl-5,6,7,8-tetrahydroquinazolin-4-yl]-3-methyl-piperazine-1-carboxylate